1-(2-hydroxypropyl)piperidin OC(CN1CCCCC1)C